2-(bromomethyl)-4-nitrobenzoic acid BrCC1=C(C(=O)O)C=CC(=C1)[N+](=O)[O-]